C(C=1C(C(=O)[O-])=CC=CC1)(=S)OCCl chloromethyl thiophthalate